C(#C)C=1C=C(C=CC1)C(=O)N1CC(C2(CN3[C@H](O2)CC[C@H]3C3=CC(=CC=C3)F)CC1)=O (5'S,7a'R)-1-(3-ethynylbenzene-1-carbonyl)-5'-(3-fluoro-phenyl)tetrahydro-3'H-spiro[piperidine-4,2'-pyrrolo[2,1-b][1,3]-oxazol]-3-one